ClC1=NC=CC=C1P(C)(C)=O (2-chloropyridin-3-yl)dimethylphosphine oxide